3,3'''-difluoro-5,5'''-dimethoxy-2',2''-dimethyl-[1,1':3',1'':3'',1'''-quaterphenyl]-4,4'''-dicarbaldehyde FC=1C=C(C=C(C1C=O)OC)C1=C(C(=CC=C1)C1=C(C(=CC=C1)C1=CC(=C(C(=C1)OC)C=O)F)C)C